C(C1=CC=CC=C1)N1C(C(=CC(=C1)C(=O)N[C@H]1[C@@H](C1)COC)C(=O)NC)=O 1-benzyl-N5-((1R,2R)-2-(methoxymethyl)cyclopropyl)-N3-methyl-2-oxo-1,2-dihydropyridine-3,5-dicarboxamide